hexyl α-dimethylethoxysilylpropionate C[Si](C(C(=O)OCCCCCC)C)(OCC)C